N1(CCOCC1)CCN1C(N(C2=C1C(=CC=C2)C(=O)N)[C@@H]2CC[C@@H](CC2)C(NC2=CC(=C(C=C2)C)OC)=O)=O [2-(morpholin-4-yl)ethyl]-2-oxo-1-[cis-4-[(3-methoxy-4-methylphenyl)carbamoyl]cyclohexyl]-2,3-dihydro-1H-1,3-benzodiazole-4-carboxamide